Cl.N[C@H](C(=O)OC)C1CC1 Methyl (S)-2-amino-2-cyclopropylacetate hydrochloride